4-(5-(difluoromethyl)-1,3,4-thiadiazol-2-yl)-8-((3S,5S)-4-ethyl-3,5-dimethylpiperazin-1-yl)-2-methyl-N-(1-methylcyclopropyl)quinazoline-6-sulfonamide FC(C1=NN=C(S1)C1=NC(=NC2=C(C=C(C=C12)S(=O)(=O)NC1(CC1)C)N1C[C@@H](N([C@H](C1)C)CC)C)C)F